diethoxydivinylbenzene C(C)OC1=C(C(=C(C=C1)C=C)C=C)OCC